CC=1C=CC=2CC3=CC=C(C=C3C2C1)C 3,6-dimethylfluorene